1,2,3,4-tetrahydronaphthyridine N1CCCC2=CC=CN=C12